fluorovinylidene chloride FC=C(Cl)Cl